[C@@H]1([C@@H](O)[C@@H](O)[C@H](O)[C@H](O1)C(=O)O)O[C@@H]([C@@H]([C@H](C=O)O)O)[C@H](O)CO 4-O-β-D-Mannopyranuronosyl-D-glucose